C(C)(=O)O[C@@H]1[C@H](O[C@H]([C@@H]1OC(C)=O)N1C=NC=2C1=NC(=C(C2Cl)C#N)Cl)COC(C)=O (2R,3R,4R,5R)-2-(acetoxymethyl)-5-(5,7-dichloro-6-cyano-3H-imidazo[4,5-b]pyridin-3-yl)tetrahydrofuran-3,4-diyl diacetate